4-(5-bromo-1-(4-methylpentyl)-3-(nicotinamido)-1H-pyrazolo[3,4-b]pyridin-6-yl)phenyl (3-(dimethylamino)propyl)carbamate CN(CCCNC(OC1=CC=C(C=C1)C1=C(C=C2C(=N1)N(N=C2NC(C2=CN=CC=C2)=O)CCCC(C)C)Br)=O)C